C(C)S(=O)(=O)C=1C(=NC(=CC1)N1N=CN=C1)N1CC=2C=NC(=CC2C1=O)C(F)(F)F 2-[3-ethylsulfonyl-6-(1,2,4-triazol-1-yl)-2-pyridyl]-6-(trifluoromethyl)-3H-pyrrolo[3,4-c]pyridin-1-one